ClC1=NC=C(C(=N1)NC12CCC(CC1)(C2)O)C(=O)OCC ethyl 2-chloro-4-((4-hydroxybicyclo[2.2.1]heptan-1-yl)amino)pyrimidine-5-carboxylate